(S)-N-(5-(2-(2-aminopyridin-3-yl)-5-(1H-pyrazol-1-yl)-3H-imidazo[4,5-b]pyridin-3-yl)-2,3-dihydro-1H-inden-1-yl)-4-methoxybenzamide NC1=NC=CC=C1C1=NC=2C(=NC(=CC2)N2N=CC=C2)N1C=1C=C2CC[C@@H](C2=CC1)NC(C1=CC=C(C=C1)OC)=O